ClC=1C=C(C=C(C1)S(=O)(=O)C)C1=C(C(=O)N)C=CC=C1N1N=C(C=C1)C#N (3-chloro-5-(methylsulfonyl)phenyl)-3-(3-cyano-1H-pyrazol-1-yl)benzamide